C(C)(C)(C)OC(=O)C1(CC1)N1C(NC2=C(C1=O)C(=C(S2)N2N=CC=N2)C)=O 1-(5-Methyl-2,4-dioxo-6-(2H-1,2,3-triazol-2-yl)-1,4-dihydrothieno[2,3-d]pyrimidin-3(2H)-yl)cyclopropane-1-carboxylic acid tert-butyl ester